N-(2-((3R,5R)-3-fluoro-5-((5-(trifluoromethyl)pyrimidin-2-yl)amino)piperidin-1-yl)-1,6-dimethyl-1H-benzo[d]imidazol-5-yl)but-2-ynamide F[C@H]1CN(C[C@@H](C1)NC1=NC=C(C=N1)C(F)(F)F)C1=NC2=C(N1C)C=C(C(=C2)NC(C#CC)=O)C